BrC1=CC=C(C=C1)C=C1C(N(C(S1)=S)C(C(=O)O)C(C)C)=O 5-[(4-bromophenyl)methylene]-α-(1-methylethyl)-4-oxo-2-thioxo-3-thiazolidineacetic acid